NC1=CC2=C(N=C(O2)C2CC2)C=C1OC[C@H](NC(=O)OC(C)(C)C)C(=O)O O-(6-amino-2-cyclopropylbenzo[d]oxazol-5-yl)-N-(tert-butoxycarbonyl)-L-serine